5-[(3R)-3-amino-5-[(4-chlorophenyl)methyl]-8-fluoro-1,1,4-trioxo-2,3-dihydro-1lambda6,5-benzothiazepin-7-yl]-3-tert-butyl-1,3,4-oxadiazol-2-one N[C@H]1CS(C2=C(N(C1=O)CC1=CC=C(C=C1)Cl)C=C(C(=C2)F)C2=NN(C(O2)=O)C(C)(C)C)(=O)=O